C(C(C)C)N1CC(CCC1)C1=CC=C(C=C1)NC(C1=CC(=C(C=C1)C)NC1=NC=CC(=N1)C=1C=NC=CC1)=O N-[4-(1-Isobutyl-piperidin-3-yl)-phenyl]-4-methyl-3-(4-pyridin-3-yl-pyrimidin-2-ylamino)-benzamide